tert-butyl 6-((N-(tert-butoxycarbonyl)sulfamoyl)(2,2-difluoroethyl)amino)-2-azaspiro[3.3]heptane-2-carboxylate C(C)(C)(C)OC(=O)NS(=O)(=O)N(C1CC2(CN(C2)C(=O)OC(C)(C)C)C1)CC(F)F